4-N-BUTOXY-2-FLUOROPHENYLBORONIC ACID B(C1=C(C=C(C=C1)OCCCC)F)(O)O